Ethyl 2-(2-(cyclopropanesulfonamido)thiazol-4-yl)-2-(methoxyimino)acetate C1(CC1)S(=O)(=O)NC=1SC=C(N1)C(C(=O)OCC)=NOC